5-(benzyloxy)-1-((R)-but-3-en-2-yl)-3-((S)-but-3-en-2-yl)-2-methyl-4,6-dioxo-N-(2,4,6-trifluorobenzyl)-2,3,4,6-tetrahydro-1H-pyrido[2,1-f][1,2,4]triazine-7-carboxamide C(C1=CC=CC=C1)OC=1C(C(=CN2N(C(N(C(C21)=O)[C@@H](C)C=C)C)[C@H](C)C=C)C(=O)NCC2=C(C=C(C=C2F)F)F)=O